2-chloro-N-(2-oxo-3-(4-oxoquinazolin-3(4H)-yl)propyl)acetamide ClCC(=O)NCC(CN1C=NC2=CC=CC=C2C1=O)=O